4-(tert-butoxycarbonyl)cyclohexanecarboxylic acid C(C)(C)(C)OC(=O)C1CCC(CC1)C(=O)O